CC(=O)NC1=NC2=NC=C(N=C2C(=O)N1)C=O acetyl-6-formylpterin